2-(3-methylbenzamido)-N-(2-morpholinylethyl)benzamide CC=1C=C(C(=O)NC2=C(C(=O)NCCN3CCOCC3)C=CC=C2)C=CC1